4-chloro-2,2,8-trimethyl-1,3-benzothiazine ClC1=NC(SC2=C1C=CC=C2C)(C)C